6-BROMO-7-HYDROXYINDOLE-3-CARBOXALDEHYDE BrC1=CC=C2C(=CNC2=C1O)C=O